(E)-isobutyraldehyde O-(2-(2-chloro-5-(3,5-dimethyl-2,6-dioxo-4-thioxo-1,3,5-triazin-1-yl)-4-fluorophenoxy)propionyl) oxime ClC1=C(OC(C(=O)O\N=C\C(C)C)C)C=C(C(=C1)F)N1C(N(C(N(C1=O)C)=S)C)=O